2-amino-N-(1-(3-chloro-2-fluorophenyl)-2,2,2-trifluoroethyl)-N-cyclopropylacetamide NCC(=O)N(C1CC1)C(C(F)(F)F)C1=C(C(=CC=C1)Cl)F